(S)-2-((R)-5-fluoro-1,3-dihydroisobenzofuran-1-yl)azetidine FC=1C=C2CO[C@H](C2=CC1)[C@H]1NCC1